2-fluoro-4-((2-phenylpyridin-4-yl)oxy)aniline FC1=C(N)C=CC(=C1)OC1=CC(=NC=C1)C1=CC=CC=C1